(R)-(3-fluorophenyl)((2R,5R)-5-(4-methoxyphenyl)pyrrolidin-2-yl)-methanol FC=1C=C(C=CC1)[C@@H](O)[C@@H]1N[C@H](CC1)C1=CC=C(C=C1)OC